2,2-bis(4-hydroxyphenyl)tridecane OC1=CC=C(C=C1)C(C)(CCCCCCCCCCC)C1=CC=C(C=C1)O